aniline 1-benzyl-(5S,8S)-1-(9H-fluoren-9-yl)-5-isopropyl-8,14,14-trimethyl-3,6,9-trioxo-2,12-dioxa-4,7,10-triazapentadecan-15-oate C(C1=CC=CC=C1)C(OC(N[C@H](C(N[C@H](C(NCOCC(C(=O)O)(C)C)=O)C)=O)C(C)C)=O)C1C2=CC=CC=C2C=2C=CC=CC12.NC1=CC=CC=C1